NC(C(=O)O)CNC(=O)C1=CC2=NC=CC=C2S1 2-amino-3-(thieno[3,2-b]pyridine-2-carboxamido)propanoic acid